(3S,6S)-5-[3-(2,4-difluorophenyl)imidazo[1,5-a]pyrazin-8-yl]-8,13-dimethyl-2,5,8,13,14,17,22-heptazatetracyclo[16.3.1.13,6.012,16]tricosa-1(21),12(16),14,18(22),19-pentaen-7-one FC1=C(C=CC(=C1)F)C1=NC=C2N1C=CN=C2N2C[C@H]1NC3=CC=CC(NC=4C=NN(C4CCCN(C([C@@H]2C1)=O)C)C)=N3